CC1=C(N=NC(=C1)C)N1CC2(CC1)CCN(CC2)C(=O)OC(C)(C)C tert-butyl 2-(4,6-dimethylpyridazin-3-yl)-2,8-diazaspiro[4.5]decane-8-carboxylate